O(C1=CC=CC=C1)CCC=1N(C=C(N1)C1=CC=CC=C1)C(=O)N (2-phenoxyethyl)-4-phenyl-1H-imidazole-1-carboxamide